COC1=C(C(=O)O[C@H]2C(S[C@@H](C2)CO[Si](C2=CC=CC=C2)(C2=CC=CC=C2)C(C)(C)C)OC(C)=O)C=CC(=C1)OC (3R,5S)-2-acetoxy-5-(((tert-butyldiphenylsilyl)oxy)methyl)-tetrahydrothiophen-3-yl 2,4-dimethoxybenzoate